C(C=C)(=O)NC1C[C@H](CC1)N1C2=C(SC=3N=CC=C(N(C1=O)C1=NC=C(C=C1)OC1=CC=CC=C1)C32)C(=O)N ((S)-3-Acrylamidocyclopentyl)-4-oxo-5-(5-phenoxypyridin-2-yl)-4,5-dihydro-3H-1-thia-3,5,8-triazaacenaphthylene-2-carboxamide